ethyl (isopropyl) sulfide C(C)(C)SCC